(12AR)-9-bromo-8-fluoro-10-iodo-3,4,12,12a-tetrahydro-6H-pyrazino[2,1-c][1,4]benzoxazepine-2(1H)-carboxylic acid tert-butyl ester C(C)(C)(C)OC(=O)N1C[C@@H]2COC3=C(CN2CC1)C=C(C(=C3I)Br)F